3-(4-bromophenyl)-1-(4-(2,2-difluorobenzo[d][1,3]dioxol-5-carbonyl)piperazin-1-yl)propan-1-one BrC1=CC=C(C=C1)CCC(=O)N1CCN(CC1)C(=O)C1=CC2=C(OC(O2)(F)F)C=C1